tert-butyl 2-[bis(tert-butoxycarbonyl) amino]-4-chloro-7H-pyrrolo[2,3-d]pyrimidine-7-carboxylate C(C)(C)(C)OC(=O)N(C=1N=C(C2=C(N1)N(C=C2)C(=O)OC(C)(C)C)Cl)C(=O)OC(C)(C)C